6-nitrobenzo[b]thiophene-1,1-dioxide [N+](=O)([O-])C=1C=CC2=C(S(C=C2)(=O)=O)C1